C(C)N(C1=CC(=CN(C1=O)C)C=1C=CC(=C(C1)NS(=O)(=O)C)OC)CC N-[5-[5-(diethylamino)-1-methyl-6-oxopyridin-3-yl]-2-methoxyphenyl]methanesulfonamide